O=C1OCC2=C3C(=CC=C12)OC1(CO3)CCN(CC1)C(=O)OC(C)(C)C tert-butyl 7'-oxo-7',9'-dihydro-2'H-spiro[piperidine-4,3'-[1,4]dioxino[2,3-e]isobenzofuran]-1-carboxylate